6'-[4-oxo-4-({2-[3-(pyridin-3-yl)phenyl]ethyl}amino)butoxy]-2',3'-dihydrospiro[cyclohexane-1,1'-indene]-4-carboxylic acid O=C(CCCOC1=CC=C2CCC3(C2=C1)CCC(CC3)C(=O)O)NCCC3=CC(=CC=C3)C=3C=NC=CC3